FC(C1=C2C=C(NC2=CC=C1)C(=O)OCC)(F)F ethyl 4-(trifluoromethyl)-1H-indole-2-carboxylate